2-((2-(trans-4-hydroxy-cis-4-ethynylcyclohexyl)-6-methoxy-2H-indazol-5-yl)carbamoyl)-6-methylpyridine 1-oxide OC1(CCC(CC1)N1N=C2C=C(C(=CC2=C1)NC(=O)C1=[N+](C(=CC=C1)C)[O-])OC)C#C